ClC1=C(C=C(C=C1)C1=CN(C2=NC(=CC=C21)C(=O)N2C(CN(CC2)C2=NC(=C(C(=O)O)C(=C2)C)C)(C)C)CC=2N=C(OC2C)C)F 6-(4-(3-(4-chloro-3-fluorophenyl)-1-((2,5-dimethyloxazol-4-yl)methyl)-1H-pyrrolo[2,3-b]pyridine-6-carbonyl)-3,3-dimethylpiperazin-1-yl)-2,4-dimethylnicotinic acid